3-fluoro-1-methanesulfonyl-N-[7-(2-methylpropyl)-5-(trifluoromethyl)imidazo[4,3-f][1,2,4]triazin-2-yl]piperidin-4-amine FC1CN(CCC1NC1=NN2C(C=N1)=C(N=C2CC(C)C)C(F)(F)F)S(=O)(=O)C